C1=CC=CC=2C3=CC=CC=C3C(C12)COC(=O)N([C@H](C(=O)O)[C@@H](CC)C)C (2S,3R)-2-[9H-fluoren-9-ylmethoxycarbonyl-(methyl)amino]-3-methyl-pentanoic acid